di(ethoxymethyl)bis(ethoxymethyl)silane lithium trifluoromethyl-4,5-dicyano-imidazolate FC(F)(F)C=1[N-]C(=C(N1)C#N)C#N.[Li+].C(C)OC[Si](COCC)(COCC)COCC